6-(3-fluorophenyl)-3-methyl-1-(3-pyridylmethyl)imidazo[4,5-b]pyridin-2-one FC=1C=C(C=CC1)C=1C=C2C(=NC1)N(C(N2CC=2C=NC=CC2)=O)C